(±)-(2R)-2-((6-(5-(azidomethyl)-1-methyl-1H-1,2,3-triazol-4-yl)-2-methyl-pyridin-3-yl)oxy)bicyclo[3.1.0]hexane-6-carboxylic acid ethyl ester C(C)OC(=O)C1C2CC[C@H](C12)OC=1C(=NC(=CC1)C=1N=NN(C1CN=[N+]=[N-])C)C